4-[[3-(2,3-Difluoro-4-phenoxy-phenyl)imidazo[1,2-a]pyrazin-8-yl]amino]-2-ethyl-N-[[1-methyl-1-(pyrrolidin-3-ylmethyl)piperidin-1-ium-4-yl]methyl]benzamide formate C(=O)[O-].FC1=C(C=CC(=C1F)OC1=CC=CC=C1)C1=CN=C2N1C=CN=C2NC2=CC(=C(C(=O)NCC1CC[N+](CC1)(CC1CNCC1)C)C=C2)CC